C(CCCCC1=C(C=CC(=C1)C)S(=O)(=O)[O-])C1=C(C=CC(=C1)C)S(=O)(=O)OC1=C(C(=CC(=C1)F)F)OCC1=CC=CC=C1 (2-(benzyloxy)-3,5-difluorophenyl) pentane-1,5-diylbis(4-methylbenzenesulfonate)